BrC1=CC=NC2=C1OCCN2 8-bromo-3,4-dihydro-2H-pyrido[3,2-b][1,4]oxazine